methyl 2-(3-(3-(((benzyloxy)carbonyl)amino)-1-(tert-butoxycarbonyl)-1H-pyrazol-5-yl)cyclopent-1-en-1-yl)oxazole-5-carboxylate C(C1=CC=CC=C1)OC(=O)NC1=NN(C(=C1)C1C=C(CC1)C=1OC(=CN1)C(=O)OC)C(=O)OC(C)(C)C